mono-n-propylamide C(CC)[NH-]